2-((1-cyclopropyl-4-(2,6-dichlorophenyl)-1H-pyrazol-5-yl)methylene)-7-azaspiro[3.5]nonane-7-carboxylic acid tert-butyl ester C(C)(C)(C)OC(=O)N1CCC2(CC(C2)=CC2=C(C=NN2C2CC2)C2=C(C=CC=C2Cl)Cl)CC1